ClC1=C(C=CC=C1I)[C@]1(N/C(/N(C(C1)=O)C1CC(C1)N(C)C)=N\C(OC(C)(C)C)=O)C tert-Butyl (NE)-N-{(4S)-4-(2-chloro-3-iodophenyl)-1-[3-(dimethylamino)cyclobutyl]-4-methyl-6-oxohexahydropyrimidin-2-ylidene}carbamate